tert-butyl 4-[3-[(4-tributylstannylimidazol-1-yl)methyl]cyclobutoxy]piperidine-1-carboxylate C(CCC)[Sn](C=1N=CN(C1)CC1CC(C1)OC1CCN(CC1)C(=O)OC(C)(C)C)(CCCC)CCCC